ClC=1C(=CC2=C(N(C(O2)=O)[C@H](C)C2=C(C=CC=C2)C#CCNC(OC(C)(C)C)=O)C1)S(N(C1=NC=NS1)CC1=C(C=C(C=C1)OC)OC)(=O)=O (R)-tert-butyl (3-(2-(1-(5-chloro-6-(N-(2,4-dimethoxybenzyl)-N-(1,2,4-thiadiazol-5-yl)sulfamoyl)-2-oxobenzo[d]oxazol-3(2H)-yl)ethyl)phenyl)prop-2-yn-1-yl)carbamate